C(C)(C)(C)C1C=CC(CC1)=O 4-(tert-butyl)cyclohex-2-en-1-one